benzyl 4-[(Z)-1-methoxycarbonyl-2-(4,4,5,5-tetramethyl-1,3,2-dioxaborolan-2-yl)vinyl]piperidine-1-carboxylate COC(=O)\C(=C/B1OC(C(O1)(C)C)(C)C)\C1CCN(CC1)C(=O)OCC1=CC=CC=C1